6-methyl-7-(pyrimidin-5-ylethynyl)-N-(3-(trifluoromethyl)phenyl)benzo[d]isoxazol-3-amine CC1=C(C2=C(C(=NO2)NC2=CC(=CC=C2)C(F)(F)F)C=C1)C#CC=1C=NC=NC1